CC(C[C@H]1[C@@H](C[C@H]2N(CCC3=CC(=C(C=C23)OC)OC[C@@H](C)OC)C1)O)(C)C (2R,3R,11bR)-3-(2,2-dimethylpropyl)-10-methoxy-9-[(2R)-2-methoxypropoxy]-1H,2H,3H,4H,6H,7H,11bH-pyrido[2,1-a]isoquinolin-2-ol